C(C)(C)(C)OC(NC1=C(C(=CC=C1[N+](=O)[O-])N1C(CCCC1)=O)F)=O (2-fluoro-6-nitro-3-(2-oxopiperidin-1-yl)phenyl)carbamic acid tert-butyl ester